(S)-N-((S)-1-cyano-2-(2,5-difluoro-4-(3-methyl-2-oxo-2,3-dihydrobenzo[d]oxazol-5-yl)phenyl)ethyl)morpholine-2-carboxamide sodium gentisate salt C(C=1C(O)=CC=C(O)C1)(=O)[O-].[Na+].C(#N)[C@H](CC1=C(C=C(C(=C1)F)C=1C=CC2=C(N(C(O2)=O)C)C1)F)NC(=O)[C@@H]1CNCCO1